Methyl (R)-3-Methyl-2,3,4,5-tetrahydrobenzo[b][1,4]oxazepine-8-carboxylate C[C@@H]1CNC2=C(OC1)C=C(C=C2)C(=O)OC